C(C)(C)C1=C(C(=C2N(C(CN(S2(=O)=O)CCC)C(=O)OC)C1=O)C1=CC(=CC=C1)C(F)(F)F)CC1=CC=CC2=CC=CC=C12 Methyl 7-isopropyl-8-(naphthalen-1-ylmethyl)-6-oxo-2-propyl-9-(3-(trifluoromethyl)phenyl)-3,4-dihydro-2H,6H-pyrido[1,2-e][1,2,5]thiadiazine-4-carboxylate 1,1-dioxide